4-chloro-2-fluoro-5-nitrobenzaldehyde ClC1=CC(=C(C=O)C=C1[N+](=O)[O-])F